[O-]S(=O)(=O)C(F)(F)F.C(CCCCCCCCCCC)[NH+]1CC(CCC1)C 1-Dodecyl-3-Methylpiperidinium triflat